FC=1C=CC(=C(C1)C(CN1C(N(C(C2=C1SC(=C2C)N2N=CC=N2)=O)NC)=O)=O)OC 1-(2-(5-fluoro-2-methoxyphenyl)-2-oxoethyl)-5-methyl-3-(methylamino)-6-(2H-1,2,3-triazol-2-yl)thieno[2,3-d]pyrimidine-2,4(1H,3H)-dione